C1CCC2=C(C=3CCCC3C=C12)NC(=O)NS(=O)(=O)\C=C\CNC=1SC=CN1 (E)-N-((1,2,3,5,6,7-hexahydro-s-indacen-4-yl)carbamoyl)-3-(thiazol-2-ylamino)prop-1-ene-1-sulfonamide